3-amino-N-((R)-7-((3R,4R)-3-hydroxypiperidin-4-yl)chroman-3-yl)-6-methylthieno[2,3-b]pyridine-2-carboxamide NC1=C(SC2=NC(=CC=C21)C)C(=O)N[C@H]2COC1=CC(=CC=C1C2)[C@@H]2[C@H](CNCC2)O